5-bromo-2-fluoro-N-(3-fluoro-4-(methoxymethyl)benzyl)benzamide terephthalat C(C1=CC=C(C(=O)O)C=C1)(=O)O.BrC=1C=CC(=C(C(=O)NCC2=CC(=C(C=C2)COC)F)C1)F